C(#N)C1=NC=CC(=N1)C1(CCCCC1)NC(OCC1=CC(=CC=C1)C(F)(F)F)=O 3-(trifluoromethyl)benzyl (1-(2-cyanopyrimidin-4-yl)cyclohexyl)carbamate